NC=1C2=C(N=CN1)N(C(=C2C2=CC(=C(C=C2)OC2=NC=C(C=C2)C)OC)C2=CC=C(C=C2)NC(C=C)=O)C N-(4-(4-amino-5-(3-methoxy-4-(5-methylpyridin-2-yloxy)phenyl)-7-methyl-7H-pyrrolo[2,3-d]pyrimidin-6-yl)phenyl)acrylamide